C(=O)(O)CCCCCCOC(COCCCCCCC(=O)O)C(=O)N(CCOCCOCCOCCOCCOC(C1=CC=CC=C1)(C1=CC=CC=C1)C1=CC=CC=C1)CCCCCCCC 7-[2-(6-carboxyhexoxy)-3-[octyl-[2-[2-[2-[2-(2-trityloxyethoxy)ethoxy]ethoxy]ethoxy]ethyl]amino]-3-oxo-propoxy]heptanoic acid